ClC1=NC=CC(=N1)C=1C(=NN(C1)C(C)C[2H])I chloro-4-(3-iodo-1-(propan-2-yl-d)-1H-pyrazol-4-yl)pyrimidine